C(#N)C=1C(=C(C(=C(C1C1=NC2=C(N1C1=CC=CC=C1)C=CC=C2)N2C1=CC=CC=C1C=1C=C(C=CC21)C#N)N2C1=CC=CC=C1C=1C=C(C=CC21)C#N)N2C1=CC=CC=C1C=1C=C(C=CC21)C#N)N2C1=CC=CC=C1C=1C=C(C=CC21)C#N 9,9',9'',9'''-(5-cyano-6-(1-phenyl-1H-benzo[d]imidazol-2-yl)benzene-1,2,3,4-tetrayl)tetrakis(9H-carbazole-3-carbonitrile)